(2S)-1-(4-(7H-pyrrolo[2,3-d]pyrimidin-4-yl)piperazin-1-yl)-2-(4-chlorophenyl)-2-((8S)-2-oxa-7-azaspiro[4.4]non-8-yl)ethan-1-one N1=CN=C(C2=C1NC=C2)N2CCN(CC2)C([C@H]([C@H]2NCC1(CCOC1)C2)C2=CC=C(C=C2)Cl)=O